(1R,6S)-6-methoxycarbonylcyclohex-3-ene-1-carboxylic acid COC(=O)[C@H]1CC=CC[C@H]1C(=O)O